C1=CC=NC(=C1)C2=C3C=C4C=CC(=N4)C=C5C=CC(=CC6=NC(=CC(=C2C7=CC=CC=N7)N3C8=CC=CC=N8)C=C6)N5 tripyridylporphyrin